NC1=C(SC(=C1)C1=C(C=C(C=C1)F)Cl)C(=O)OC methyl 3-amino-5-(2-chloro-4-fluoro-phenyl)thiophene-2-carboxylate